(2R,4R)-6-chloro-4-hydroxy-N-(3-{5-[(2,2,2-trifluoroethoxy)methyl]-2H-indazol-2-yl}bicyclo[1.1.1]pentan-1-yl)-3,4-dihydro-2H-1-benzopyran-2-carboxamide ClC=1C=CC2=C([C@@H](C[C@@H](O2)C(=O)NC23CC(C2)(C3)N3N=C2C=CC(=CC2=C3)COCC(F)(F)F)O)C1